[Na+].SC=1NC2=C(N1)C=CC(=C2)S(=O)(=O)[O-] 2-Mercapto-5-benzimidazolesulfonic acid, sodium salt